dibenzyl 8,8'-((3-((tert-butoxycarbonyl)(methyl)amino) propyl)azanediyl)bis(7-((tert-butyldimethylsilyl)oxy)octanoate) C(C)(C)(C)OC(=O)N(CCCN(CC(CCCCCC(=O)OCC1=CC=CC=C1)O[Si](C)(C)C(C)(C)C)CC(CCCCCC(=O)OCC1=CC=CC=C1)O[Si](C)(C)C(C)(C)C)C